5-(3,5-bis(trifluoromethyl)phenyl)-1-(3-chloro-4-methoxyphenyl)-1H-benzo[d]imidazole FC(C=1C=C(C=C(C1)C(F)(F)F)C1=CC2=C(N(C=N2)C2=CC(=C(C=C2)OC)Cl)C=C1)(F)F